C(CC1=CC=CC=C1)C1=C(C(=O)OC)C=CC=C1 methyl 2-phenethylbenzoate